4-(2-((4-aminophenyl)sulfonyl)hydrazine-1-carbonyl)benzamide NC1=CC=C(C=C1)S(=O)(=O)NNC(=O)C1=CC=C(C(=O)N)C=C1